7-(2,8-Dimethylimidazo[1,2-b]pyridazin-6-yl)-5-fluoro-3-[(2S,6S)-1,2,6-trimethylpiperidin-4-yl]cinnoline CC=1N=C2N(N=C(C=C2C)C2=CC(=C3C=C(N=NC3=C2)C2C[C@@H](N([C@H](C2)C)C)C)F)C1